C1(=CC=C(C=C1)NC1=CC2=CC=C(C=C2C=C1)S(=O)(=O)O)C 2-(p-toluidino)naphthalene-6-sulfonic acid